1,3-dilauryloxycarbonyl-distannoxane methyl-(2S)-2-[(tert-butoxycarbonyl)amino]-3-[5-chloro-2-(cyclobutylmethoxy)phenyl]propanoate COC([C@H](CC1=C(C=CC(=C1)Cl)OCC1CCC1)NC(=O)OC(C)(C)C)=O.C(CCCCCCCCCCC)OC(=O)[SnH2]O[SnH2]C(=O)OCCCCCCCCCCCC